[P].[Fe].[Mn].[Li] lithium manganese iron phosphorus